ClC1=C(C=NN1CC(C)(O)C)NC1=NC2=CC(=C(C=C2C=N1)Cl)[C@H]1[C@@H](CN(CC1)C1COC1)F |o1:23,24| (3S,4S) or (3R,4R)-1-[5-chloro-4-({6-chloro-7-[3-fluoro-1-(oxetan-3-yl)piperidin-4-yl]quinazolin-2-yl}amino)-1H-pyrazol-1-yl]-2-methylpropan-2-ol